ClC=1C=CC=C2C=CC=C(C12)C1=NC=C2C3=C(C=NC2=C1F)N(C(C1N3CC(N(C1)CC1=CC=C(C=C1)OC)CO)=O)C 3-(8-chloronaphthalen-1-yl)-4-fluoro-11-(hydroxymethyl)-10-(4-methoxybenzyl)-7-methyl-9,10,11,12-tetrahydro-7H-pyrazino[1',2':4,5]pyrazino[2,3-c][1,6]naphthyridin-8(8aH)-one